N-(amino(1-(difluoromethyl)-1H-pyrazol-3-yl)(oxo)-λ6-sulfaneylidene)-2-(4,6-diisopropyl-1,3-dihydroisobenzofuran-5-yl)acetamide NS(=NC(CC=1C(=C2COCC2=CC1C(C)C)C(C)C)=O)(=O)C1=NN(C=C1)C(F)F